methylenemorpholine C=C1COCCN1